CN1C(CC(C1)C)=O 1,4-dimethylpyrrolidone